N[C@H](C(=O)O)[C@@H](C1=CC=C(C=C1)C)O (2s,3r)-2-amino-3-hydroxy-3-(4-tolyl)propionic acid